C[C@H]1N(S(OC1)(=O)=O)C(=O)OC(C)(C)C tert-butyl (R)-4-methyl-1,2,3-oxathiazolidine-3-carboxylate 2,2-dioxide